3-{5-[4-(3,3-Dimethylbutanoyl)-3-hydroxy-2-methylphenoxy]-3,3-dimethylpentyloxy}-4-methoxybenzoic acid CC(CC(=O)C1=C(C(=C(OCCC(CCOC=2C=C(C(=O)O)C=CC2OC)(C)C)C=C1)C)O)(C)C